dibutyl cyclohexane-1,3-dicarboxylate C1(CC(CCC1)C(=O)OCCCC)C(=O)OCCCC